C(C)(C)(C)N1N=C(C=C1)I 1-tert-butyl-3-iodopyrazole